3-(2,6-dibenzyloxy-3-pyridyl)-1-methyl-6-nitro-indole C(C1=CC=CC=C1)OC1=NC(=CC=C1C1=CN(C2=CC(=CC=C12)[N+](=O)[O-])C)OCC1=CC=CC=C1